4-(Ethoxycarbonyl)-3,5-difluoro-1-oxo-1λ5-pyridin-2-ylium C(C)OC(=O)C1=C([C+]=N(C=C1F)=O)F